(S)-N-((R)-1-(4-chlorophenyl)-2,2,2-trifluoroethyl)-N,2-dimethylmorpholine-4-sulfonamide ClC1=CC=C(C=C1)[C@H](C(F)(F)F)N(S(=O)(=O)N1C[C@@H](OCC1)C)C